ClC=1C(=NC=CN1)N Chloro-pyrazin-2-amine